3-(2-((cyclohexylthio)methyl)imidazo[1,2-a]pyridin-6-yl)-5-(trifluoromethyl)-1,2,4-oxadiazole C1(CCCCC1)SCC=1N=C2N(C=C(C=C2)C2=NOC(=N2)C(F)(F)F)C1